2-cyclohexylpropionic acid ethyl ester C(C)OC(C(C)C1CCCCC1)=O